C(C)SC1=NN=C(S1)NC(CSC=1NC(C2=C(N1)N(N=C2)C2CCCCC2)=O)=O N-(5-(ethylthio)-1,3,4-thiadiazol-2-yl)-2-((1-cyclohexyl-4-oxo-4,5-dihydro-1H-pyrazolo[3,4-d]pyrimidin-6-yl)thio)acetamide